[(2S,3R,7S)-7-(6-tert-butyl-5-methyl-pyrrolo[2,3-b]pyrazin-3-yl)-3-isopropoxy-azepan-2-yl]methanol C(C)(C)(C)C1=CC=2C(=NC(=CN2)[C@@H]2CCC[C@H]([C@@H](N2)CO)OC(C)C)N1C